3-(2-chlorophenyl)-1-(2,2-dimethyl-2,3-dihydrobenzofuran-5-yl)-2-(trifluoromethyl)prop-2-en-1-one methyl-1h-pyrrole-2-carboxylate COC(=O)C=1NC=CC1.ClC1=C(C=CC=C1)C=C(C(=O)C=1C=CC2=C(CC(O2)(C)C)C1)C(F)(F)F